N[C@@]1(C(NC(CC1)=O)=O)C (3S)-3-amino-3-methyl-piperidine-2,6-dione